N1=C(C=NC2=CC=CC=C12)C1=CN=C(S1)CCCCCCNC(OC(C)(C)C)=O tert-butyl (6-(5-(quinoxalin-2-yl)thiazol-2-yl)hexyl)carbamate